4-(4-(Quinolin-8-yl)-1H-pyrazol-1-yl)-N-(m-tolyl)piperidine-1-carboxamide N1=CC=CC2=CC=CC(=C12)C=1C=NN(C1)C1CCN(CC1)C(=O)NC=1C=C(C=CC1)C